ClC1=CC=C(C=C1)[B-](C1=CC=C(C=C1)Cl)(C1=CC=C(C=C1)Cl)C1=CC=C(C=C1)Cl.[K+].CC=1NC(=C(C(C1C(=O)OC(C)C)C1=CC(=CC=C1)[N+](=O)[O-])C(=O)OCCOC)C isopropyl (2-methoxyethyl) 1,4-dihydro-2,6-dimethyl-4-(3-nitrophenyl)-3,5-pyridine-dicarboxylate potassium tetrakis(p-chlorophenyl)borate